CC1=CC(=CC2=C1C(=CO2)C2CCN(CC2)C(=O)C2=CC=C(C=C2)[C@@]2(C(NC(N2)=O)=O)C(C)C)C (R)-5-{4-[4-(4,6-dimethylbenzofuran-3-yl)piperidine-1-carbonyl]phenyl}-5-isopropylimidazolidine-2,4-dione